ClC=1C=NC(=NC1)N1CCC(CC1)CCCOC1=CC(=C(C=C1)CC(=O)N1CCC2(CCN2C(CCCCS(=O)(=O)O)=O)CC1)F 5-(7-(2-(4-(3-(1-(5-chloropyrimidin-2-yl)piperidin-4-yl)propoxy)-2-fluorophenyl)acetyl)-1,7-diazaspiro[3.5]nonan-1-yl)-5-oxopentane-1-sulfonic acid